FC=1C(=C(C=CC1F)C(=O)N1CC(C1)(O)CNC(CC)CC)NC1=C(C=C(C=C1)I)F 1-({3,4-difluoro-2-[(2-fluoro-4-iodophenyl)amino]phenyl}carbonyl)-3-{[(1-ethylpropyl)amino]methyl}azetidin-3-ol